1-(4,4-difluorocyclohexyl)-3-(isoquinolin-4-yl)-2-oxoimidazoline-4-carbonitrile FC1(CCC(CC1)N1C(N(C(C1)C#N)C1=CN=CC2=CC=CC=C12)=O)F